NC=1N=C(C=C2C=C(N=CC12)NC(=O)[C@H]1[C@H](C1)F)Cl |r| (±)-cis-N-(8-amino-6-chloro-2,7-naphthyridin-3-yl)-2-fluorocyclopropanecarboxamide